ClCCOCCOC 1-(2-chloroethoxy)-2-methoxyethane